ClC=1C=NC=C(C1CSC=1N=C(C2=C(N1)COC2)O)Cl 2-(((3,5-dichloropyridin-4-yl)methyl)sulfanyl)-5,7-dihydrofuro[3,4-d]pyrimidin-4-ol